(Dl)-2-(4-Cyclopropyl-2-fluoroanilino)-3,4-difluoro-5-[[3-fluoro-2-(methylsulfamoylamino)pyridin-4-yl]methyl]benzamide sodium salt [Na+].C1(CC1)C1=CC(=C(NC2=C(C(=O)[NH-])C=C(C(=C2F)F)CC2=C(C(=NC=C2)NS(NC)(=O)=O)F)C=C1)F